4-((2-(5-chloro-2-fluorophenyl)-6,7-dihydro-5H-cyclopenta[b]pyridin-4-yl)amino)-N-(2-hydroxyethyl)nicotinamide ClC=1C=CC(=C(C1)C1=CC(=C2C(=N1)CCC2)NC2=CC=NC=C2C(=O)NCCO)F